2-{[(R)-2-methyl-4-morpholinyl]methyl}-4-cyclopropyl-6-{6-cyclopropyl-4-[4-fluoro-2-(1-methyl-2-imidazolyl)phenyl]-2-pyridyl}-1,6-dihydro-1,6-diaza-7-indenone C[C@@H]1CN(CCO1)CC=1NC=2C(N(C=C(C2C1)C1CC1)C1=NC(=CC(=C1)C1=C(C=C(C=C1)F)C=1N(C=CN1)C)C1CC1)=O